COC(C1=CC=C(C=C1)NC1=NC=CC(=N1)C=1N=NN(C1)C1CCCCC1)=O 4-((4-(1-cyclohexyl-1H-1,2,3-triazol-4-yl)pyrimidin-2-yl)amino)benzoic acid methyl ester